FC=1C=CC2=C(NC(=NS2(=O)=O)NCC2=CC=C(C(=O)N)C=C2)C1[C@@H](C)C1=C(C=CC=C1)F (S)-4-(((6-fluoro-5-(1-(2-fluorophenyl)ethyl)-1,1-dioxido-4H-benzo[e][1,2,4]thiadiazin-3-yl)amino)methyl)benzamide